1,3-bis(1,8-dimethyl-9H-carbazolyl)benzene CC1=C(C=CC=2C3=CC=CC(=C3NC12)C)C1=CC(=CC=C1)C1=C(C=2NC3=C(C=CC=C3C2C=C1)C)C